C(OC(C)(C)C)(OC=1C=NC(=CC1)NC=1C=C2C(=NC1)N(C=C2)C)=O tert-Butyl 6-[(1-methyl-1H-pyrrolo[2,3-b]pyridin-5-yl)amino]-pyridin-3-yl carbonate